NC([C@H](C[C@@H]1OC2=C(NC1=O)C(=CC=C2)C#N)NC(OC(C)(C)C)=O)=O tert-butyl N-[(1S)-2-amino-1-[[(2S)-5-cyano-3-oxo-4H-1,4-benzoxazin-2-yl]methyl]-2-oxo-ethyl]carbamate